((9-(4-fluorophenyl)-6-oxaspiro[4.5]dec-8-en-8-yl)methyl)-1-(3-methoxythien-2-yl)methylamine FC1=CC=C(C=C1)C1=C(COC2(CCCC2)C1)CNCC=1SC=CC1OC